FC(CN(C([O-])=O)C1=C(C(=NN1C)C1CC(CC1)(F)F)C1CCC1)F.CCCCCCCCC(CCCCCCCC)OC(CCCCCCC(=O)OC(CP([O-])([O-])=O)COC(CCCCCCC(OC(CCCCCCCC)CCCCCCCC)=O)=O)=O.C(C)[NH+](CC)CC.C(C)[NH+](CC)CC.C(C)[NH+](CC)CC triethylammonium 2,3-bis((8-(heptadecan-9-yloxy)-8-oxooctanoyl)oxy)propyl-phosphonate 2,2-difluoroethyl-(4-cyclobutyl-3-(3,3-difluorocyclopentyl)-1-methyl-1H-pyrazol-5-yl)carbamate